C(C)N(CC(=O)N[C@H]1[C@@H](CCCC1)CC=1NC(C2=C(N1)C(=NN2)C(C)C)=O)CC 2-diethylamino-N-[(1R,2S)-2-(3-isopropyl-7-oxo-6,7-dihydro-1H-pyrazolo[4,3-d]pyrimidin-5-ylmethyl)-cyclohex-1-yl]-acetamide